N-((1s,4R)-4-methylcyclohexyl)propionamid CC1CCC(CC1)NC(CC)=O